NCC1CN(CCC1)CC(=O)C1=C(N(C(=C1)C)C1=CC=C(C#N)C=C1)C 4-(3-(2-(3-(Aminomethyl)piperidin-1-yl)acetyl)-2,5-dimethyl-1H-pyrrol-1-yl)benzonitrile